3-(4-(4-(Hydroxymethyl)piperidin-1-yl)phenyl)piperidine-2,6-dione OCC1CCN(CC1)C1=CC=C(C=C1)C1C(NC(CC1)=O)=O